2,4,6-tripropyl-1,3,5,2lambda5,4lambda5,6lambda5-trioxatriphosphinane-2,4,6-trione C(CC)P1(OP(OP(O1)(=O)CCC)(=O)CCC)=O